COC(=O)C=1C(N(C2=CC(=CC=C2C1N)Br)C=1C=NC(=CC1)C(C)O)=O 4-Amino-1-(6-(1-hydroxyethyl)pyridin-3-yl)-2-oxo-7-bromo-1,2-dihydroquinoline-3-carboxylic acid methyl ester